ClC1=C(C(=NC(=N1)C(F)(F)F)N1CC=2C=C(C=NC2CC1)C1CC1)C 6-(6-chloro-5-methyl-2-(trifluoromethyl)pyrimidin-4-yl)-3-cyclopropyl-5,6,7,8-tetrahydro-1,6-naphthyridine